dipentaerythritol pentaacrylate monopropionate C(CC)(=O)OCC(COC(C=C)=O)(COC(C=C)=O)COCC(COC(C=C)=O)(COC(C=C)=O)COC(C=C)=O